OC=1C=C(C=CC1O)CCCC(=O)O 4-(3,4-dihydroxyphenyl)butyric acid